BrC1=C(C=CC=C1CSC1=NC(=C(C(=N1)OC)C=O)OC)C1=CC=CC=C1 2-(((2-bromo-[1,1'-biphenyl]-3-yl)methyl)thio)-4,6-dimethoxypyrimidin-5-carbaldehyde